C(C)(C)(C)OC(N[C@@H]1C[C@@H](CC1)OC=1C=NC(=C(C1C1=CC(=NN1)NC1=NC=C(N=C1)C#N)F)C)=O ((1S,3R)-3-((4-(3-((5-cyanopyrazin-2-yl)amino)-1H-pyrazol-5-yl)-5-fluoro-6-methylpyridin-3-yl)oxy)cyclopentyl)carbamic acid tert-butyl ester